C(C)(C)(C)OC(N(C=1C2=C(N=CN1)N(C=C2C2=CC=C(C=C2)OC2=CC=CC=C2)C2CCC(CC2)N(C(CCl)=O)CCNC(=O)OC(C)(C)C)C(=O)OC(C)(C)C)=O tert-butyl(tert-butoxycarbonyl)(7-(4-(N-(2-((tert-butoxycarbonyl)amino)ethyl)-2-chloroacetamido) cyclohexyl)-5-(4-phenoxyphenyl)-7H-pyrrolo[2,3-d]pyrimidin-4-yl)carbamate